FC1=CC=C(CN2N=C(N=C2)C(=O)N[C@@H]2C(N(C3=C(OC2)C=CC(=C3)N3CCC2(COC2)CC3)C)=O)C=C1 (S)-1-(4-fluorobenzyl)-N-(5-methyl-4-oxo-7-(2-oxa-7-azaspiro[3.5]nonan-7-yl)-2,3,4,5-tetrahydrobenzo[b][1,4]oxazepin-3-yl)-1H-1,2,4-triazole-3-carboxamide